(6-((1-Methoxypropan-2-yl)oxy)pyridazin-3-yl)methanol methyl-5-[(tert-butyldimethylsilyl)sulfamoyl]-2-methylfuran-3-carboxylate CC=1C(=C(OC1S(N[Si](C)(C)C(C)(C)C)(=O)=O)C)C(=O)OCC=1N=NC(=CC1)OC(COC)C